(S)-N-((R)-(3-chloro-4-(trifluoromethoxy)phenyl)(2-(trifluoromethyl)oxazol-4-yl)methyl)-2-oxoimidazolidine-4-carboxamide ClC=1C=C(C=CC1OC(F)(F)F)[C@@H](NC(=O)[C@H]1NC(NC1)=O)C=1N=C(OC1)C(F)(F)F